4-hydroxy-3-methoxy-mandelic acid OC1=C(C=C(C(C(=O)O)O)C=C1)OC